2-chloro-6-(pyridin-3-yl)pyrazine ClC1=NC(=CN=C1)C=1C=NC=CC1